2-chloropyridine-3,4-diamine ClC1=NC=CC(=C1N)N